C(C)(C)(C)OC(N[C@@H]1C(NC2=C(O[C@@H]1C)C=C(C=N2)Br)=O)=O (2R,3S)-8-bromo-2-methyl-4-oxo-2,3,4,5-tetrahydropyrido[3,2-b][1,4]oxazepin-3-ylcarbamic acid tert-butyl ester